C=1(O)C(O)=C(O)C(=CC1)C(=O)O pyrogallolic acid